C(#N)C1=C(C=NC=C1)C1=CC(=C(C=C1)NC(=O)C1=NC(=NC=C1)C1=C(C=CC=C1OC)F)N1[C@H](CC1)CO (R)-N-(4-(4-cyanopyridin-3-yl)-2-(2-(hydroxymethyl)azetidin-1-yl)phenyl)-2-(2-fluoro-6-methoxyphenyl)pyrimidine-4-carboxamide